1-(t-butyl)-3-(phenyl-d5)dibenzo[b,d]furan-2,6,7,8,9-d5-4-amine C(C)(C)(C)C1=C(C(=C(C=2OC3=C(C21)C(=C(C(=C3[2H])[2H])[2H])[2H])N)C3=C(C(=C(C(=C3[2H])[2H])[2H])[2H])[2H])[2H]